ClC1=CC=C(C=C1)C1=NNC=C1C1=NC=NC=C1 3-(4-chlorophenyl)-4-pyrimidin-4-yl-1H-pyrazol